(1S,3S)-3-amino-4-(difluoromethylene)cyclopent-1-ene-carboxylic acid N[C@H]1C=C(CC1=C(F)F)C(=O)O